[Cl-].[Cl-].C(CCC)C(CCCC)=[Zr+2](C1=C(C(=CC=2C3=CC(=C(C=C3CC12)C1=CC=C(C=C1)C(C)(C)C)C(C)(C)C)C(C)(C)C)C1=CC=C(C=C1)C(C)(C)C)C1C=CC=C1 di-n-butylmethylene(cyclopentadienyl)(2,7-di-(4-tert-butylphenyl)-3,6-di-tert-butylfluorenyl)zirconium dichloride